hexadecenoyleicosatetraenoylsn-glycerol C(C=CCCCCCCCCCCCCC)(=O)C(O)([C@@H](O)CO)C(C=CC=CC=CC=CCCCCCCCCCCC)=O